FC(OC1=CC=CC=2C(N([C@H]3C=4N([C@@H](C21)C3)C3=C(N4)C=CC(=C3)C#CC=3N=NC=CC3)C([2H])([2H])[2H])=O)F (7R,14R)-1-(difluoromethoxy)-6-(methyl-d3)-11-(pyridazin-3-ylethynyl)-6,7-dihydro-7,14-methanobenzo[f]benzo[4,5]imidazo[1,2-a][1,4]diazocin-5(14H)-one